C1(CC1)N(C=1C=C(C(=O)O)C=CC1C(NS(=O)(=O)C1(CC1)C)=O)C 3-(cyclopropyl(methyl)amino)-4-(((1-methylcyclopropyl)sulfonyl)carbamoyl)benzoic acid